NC(/C=C/CC[C@@H](C(=O)NC=1C(N(C=CC1)CC1=NC2=C(N1C(=O)OC(C)(C)C)C=CC=C2)=O)NC(=O)OCCOC)=O (S,E)-tert-butyl 2-((3-(7-amino-2-(((2-methoxyethoxy)carbonyl)amino)-7-oxohept-5-enamido)-2-oxopyridin-1(2H)-yl)methyl)-1H-benzo[d]imidazole-1-carboxylate